BrC1=NN(C2=CC(=C(C(=C12)C#N)C(C1=C(C=CC(=C1)F)Cl)=O)C1=C(C(=O)N)C=C(C=C1F)C(F)(F)F)C(C1=CC(=CC(=C1)C(F)(F)F)F)=O (3-bromo-5-(2-chloro-5-fluorobenzoyl)-4-cyano-1-(3-fluoro-5-(trifluoromethyl)benzoyl)-1H-indazol-6-yl)-3-fluoro-5-(trifluoromethyl)benzamide